(3R,6S)-6-[1-[3-cis-(trifluoromethoxy)cyclobutyl]triazol-4-yl]tetrahydropyran-3-amine HCl salt Cl.FC(OC1(CCC1)N1N=NC(=C1)[C@@H]1CC[C@H](CO1)N)(F)F